BrC=1C2=CC=CC=C2C=2C=C(C=CC2C1)N(C=1C=C(C=CC1)C)C=1C=C(C=CC1)C 9-bromo-N,N-di-m-tolylphenanthren-3-amine